C(C1=CC=CC=C1)C(C(=O)OCC)C(=O)N[C@@H](CC1=CC=C(C=C1)[N+](=O)[O-])C=1SC=C(N1)CC ethyl 2-benzyl-3-((S)-1-(4-ethylthiazol-2-yl)-2-(4-nitrophenyl) ethylamino)-3-oxopropanoate